Dibenzoselenophenyl[dimethylfluorenyl(biphenylyl)triazinyl]biphenyl C1(=CC=CC=2[Se]C3=C(C21)C=CC=C3)C=3C(=C(C=CC3)C3=CC=CC=C3)C3=NN=NC(=C3C3=C(C=CC=C3)C3=CC=CC=C3)C3=C(C(=CC=2C1=CC=CC=C1CC32)C)C